2-[(1R,3aS,7aR,E)-1-{(2S)-3,3-Difluoro-6-methyl-6-[(triethylsilyl)oxy]heptan-2-yl}-7a-methyloctahydro-4H-inden-4-ylidene]ethan-1-ol FC([C@@H](C)[C@H]1CC[C@H]2\C(\CCC[C@]12C)=C\CO)(CCC(C)(O[Si](CC)(CC)CC)C)F